BrC1=NC=C(C=C1F)CN1CC(C1)(F)F 2-Bromo-5-((3,3-difluoroazetidin-1-yl)methyl)-3-fluoropyridine